NC(C(=O)OCC)(CC1(CC1)F)C ethyl 2-amino-3-(1-fluorocyclopropyl)-2-methylpropionate